(Z)-1-isopropyl-4-((1-isopropyl-6-methoxyquinolin-2(1H)-ylidene)methyl)quinolin-1-ium iodide [I-].C(C)(C)[N+]1=CC=C(C2=CC=CC=C12)\C=C\1/N(C2=CC=C(C=C2C=C1)OC)C(C)C